O-[(3,5-dichlorophenyl)methyl]hydroxylamine ClC=1C=C(C=C(C1)Cl)CON